6-(1-Acetylpiperidin-4-yl)-N-(3-((2,3-dihydro-1H-inden-2-yl)amino)-2-hydroxypropyl)imidazo[1,2-a]pyridine-2-carboxamide C(C)(=O)N1CCC(CC1)C=1C=CC=2N(C1)C=C(N2)C(=O)NCC(CNC2CC1=CC=CC=C1C2)O